C1(=CCCCC1)C1=CC2=C(N=CN(C2=O)[C@H](CO)C)C(=N1)C=1C=NC=CC1 (S)-6-(cyclohex-1-en-1-yl)-3-(1-hydroxypropan-2-yl)-8-(pyridin-3-yl)pyrido[3,4-d]pyrimidin-4(3H)-one